ClC1=CC=C2C(=N1)N(C(=C2C=2C(=NC=CC2)OC)C)COCC[Si](C)(C)C 6-chloro-3-(2-methoxypyridin-3-yl)-2-methyl-1-((2-(trimethylsilyl)ethoxy)methyl)-1H-pyrrolo[2,3-b]pyridine